t-butyltris(1-butoxy)tin C(C)(C)(C)[Sn](OCCCC)(OCCCC)OCCCC